trans-4-(2-Hydroxyethoxy)-N-((trans-4-(4-methoxy-3-methylphenyl)cyclohexyl)methyl)-N-(3-(2-methoxythiazol-5-yl)phenyl)cyclohexanecarboxamide OCCO[C@@H]1CC[C@H](CC1)C(=O)N(C1=CC(=CC=C1)C1=CN=C(S1)OC)C[C@@H]1CC[C@H](CC1)C1=CC(=C(C=C1)OC)C